COC=1C=C(C=CC1OC1=C(C=CC=C1)C)C1C=2C(NC(C1)=O)=NNC2 4-[3-Methoxy-4-(2-methylphenoxy)phenyl]-2H,4H,5H,6H,7H-pyrazolo[3,4-b]pyridin-6-one